OC1=CC=C(O[C@@H](C(=O)O)C)C=C1 (R)-2-(p-hydroxyphenoxy)propionic acid